1-{[5-(trifluoromethyl)pyrimidin-2-yl]amino}bicyclo[1.1.1]pentan-3-amine FC(C=1C=NC(=NC1)NC12CC(C1)(C2)N)(F)F